2-(4-(3-fluoro-4-hydroxy-5-methoxyphenyl)-3-methyl-2-oxo-6-(trifluoromethoxy)-2,3-dihydro-1H-benzo[d]imidazol-1-yl)-N-(4-fluorophenyl)acetamide FC=1C=C(C=C(C1O)OC)C1=CC(=CC=2N(C(N(C21)C)=O)CC(=O)NC2=CC=C(C=C2)F)OC(F)(F)F